C[SiH](C1C(=C(C(=C1C)C)C)C)C Dimethyl-(2,3,4,5-tetramethyl-Cyclopentadienyl)Silane